N-(1-(4-fluorophenoxy)-2,4-dimethylpent-4-en-2-yl)-1-methyl-1H-pyrrolo[2,3-b]pyridine-5-carboxamide FC1=CC=C(OCC(CC(=C)C)(C)NC(=O)C=2C=C3C(=NC2)N(C=C3)C)C=C1